OC(C(=O)C1=CC(=CC=2NC(COC21)=O)OCC2=CC=CC=C2)OCC 8-(2-hydroxy-2-ethoxy-acetyl)-6-(phenylmethoxy)-4H-1,4-benzoxazin-3-one